ClC1=CC(=C(C=C1)C1=NC(=NC=N1)NC=1C=C(C=CC1)CS(=O)(=O)N)OC 1-(3-{[4-(4-chloro-2-methoxyphenyl)-1,3,5-triazin-2-yl]amino}phenyl)methanesulfonamide